ClC1=CNC(C2=CC=CC(=C12)S(=O)(=O)N1CCC2=CC=C(C=C12)C#N)=O 1-[(4-chloro-1-oxo-2H-isoquinolin-5-yl)sulfonyl]indoline-6-carbonitrile